2-[2-[2-[3-[[(4S)-4-Fmoc-amino-5-tert-butoxy-5-oxo-pentanoyl]amino]propylcarbamoylamino]ethoxy]-ethoxy]acetic acid C(=O)(OCC1C2=CC=CC=C2C2=CC=CC=C12)[C@H](CC(C(=O)NCCCNC(=O)NCCOCCOCC(=O)O)N)C(=O)OC(C)(C)C